C[Sn](C1=CC=C(O1)C=1SC(=CN1)C=C(C#N)C#N)(C)C ({2-[5-(trimethylstannyl)furan-2-yl]-1,3-thiazol-5-yl}methylidene)propanedinitrile